4-ethoxyphenylisonitrile C(C)OC1=CC=C(C=C1)[N+]#[C-]